(Z)-3-(4-chlorophenyl)-N-((4-chlorophenyl)sulfonyl)-4-phenyl-4,5-dihydro-1H-pyrazole-1-carbimidoyl chloride ClC1=CC=C(C=C1)C1=NN(CC1C1=CC=CC=C1)/C(=N/S(=O)(=O)C1=CC=C(C=C1)Cl)/Cl